OC=1C(=C(C(=O)C2=CC=C(C=C2)OC)C=CC1OC)O dihydroxy-4,4'-di-methoxybenzophenone